N-(4-benzoylphenyl)acrylamide C(C1=CC=CC=C1)(=O)C1=CC=C(C=C1)NC(C=C)=O